2,4-cyclopentadien C1C=CC=C1